tert-butyl 4-((4-(4-(3-oxa-8-azabicyclo[3.2.1]octan-8-yl)-7-((2-(trimethylsilyl)ethoxy)methyl)-7H-pyrrolo[2,3-d]pyrimidin-6-yl)phenyl)carbamoyl)piperidine-1-carboxylate C12COCC(CC1)N2C=2C1=C(N=CN2)N(C(=C1)C1=CC=C(C=C1)NC(=O)C1CCN(CC1)C(=O)OC(C)(C)C)COCC[Si](C)(C)C